C(#N)C=1C=C(C=NC1N1N=CC=N1)NC(=O)C=1C=NN(C1C(F)(F)F)C1=C(C=CC=C1C)F N-(5-cyano-6-(2H-1,2,3-triazol-2-yl)pyridin-3-yl)-1-(2-fluoro-6-methylphenyl)-5-(trifluoromethyl)-1H-pyrazole-4-carboxamide